F[C@H]1CN(CC[C@H]1NC1=CC=CN2C(=C(C=C12)C#CCNC=1C=C(C(=O)NC)C=CC1OC)SC(F)(F)F)C[C@@H](C)O |o1:39| 3-{[3-(8-{[(3S,4R)-3-fluoro-1-[(2R*)-2-hydroxypropyl]piperidin-4-yl]amino}-3-[(trifluoromethyl)sulfanyl]indolizin-2-yl)prop-2-yn-1-yl]amino}-4-methoxy-N-methylbenzamide